5-bromo-2-(difluoromethyl)-7-(methylthio)-2,3-dihydro-[1,4]dioxino[2,3-c]pyridine BrC1=NC(=CC2=C1OCC(O2)C(F)F)SC